[Li].CN1CCC(CC1)N1N=CC2=CC(=CC=C12)C(=O)O 1-(1-methylpiperidin-4-yl)-1H-indazole-5-carboxylic acid lithium